tert-butyl 5-(trideuteriomethyl)-1-(methylsulfonyl)-1H-pyrrole-3-carboxylate [2H]C(C1=CC(=CN1S(=O)(=O)C)C(=O)OC(C)(C)C)([2H])[2H]